[N-]=C=O.C(CC)[Si](OC)(OC)C propylmethyldimethoxysilane isocyanate